C(C)(=O)N1CCN(CC1)C1=CC2=C(C(N(CCO2)C=2C=NC=CC2C#N)=O)C=C1 8-(4-acetylpiperazinyl)-4-(4-cyano-3-pyridyl)-3,4-dihydrobenzo[f][1,4]oxazepine-5(2H)-one